1-(5-(2-((5,6-difluoro-2,3-dihydro-1H-inden-2-yl)amino)pyrimidin-5-yl)-1,3,4-oxadiazol-2-yl)pyrrolidine-3-carbohydrazide FC=1C=C2CC(CC2=CC1F)NC1=NC=C(C=N1)C1=NN=C(O1)N1CC(CC1)C(=O)NN